(S)-4-(5-(5-fluoro-2-methoxypyridin-4-yl)-1H-pyrazole-3-carbonyl)-N-((3-methylpyrazin-2-yl)methyl)-4-azaspiro[2.5]octane-7-carboxamide FC=1C(=CC(=NC1)OC)C1=CC(=NN1)C(=O)N1C2(CC2)C[C@H](CC1)C(=O)NCC1=NC=CN=C1C